CN(C1=CC=C(C=C1)P(C(C)(C)C)C(C)(C)C)C p-dimethylaminophenyldi-t-butyl-phosphin